2-ethynyl-propane-1,1-d2-1,2,3-triol C(#C)C(C(O)([2H])[2H])(CO)O